3-(1,3-dioxo-5-(piperazin-1-yl)-2,3-dihydro-1H-inden-2-yl)piperidine-2,6-dione O=C1C(C(C2=CC(=CC=C12)N1CCNCC1)=O)C1C(NC(CC1)=O)=O